Cl.FC1(CCC(CC1)N(C(O)=O)CC[C@@H]1CNCCC1)F (R)-(4,4-difluorocyclohexyl)(2-(piperidin-3-yl)ethyl)carbamate hydrochloride